OCCP([O-])([O-])=O.[Na+].[Na+] Disodium hydroxyethylphosphonate